FC(C(C(F)(F)F)(O)C1=CC=C(C=C1)NC(C1=C(C=CC=C1)OC)=O)(F)F N-(4-(1,1,1,3,3,3-hexafluoro-2-hydroxypropan-2-yl)phenyl)-2-methoxybenzamide